5-(1-methylpiperidin-4-yl)-(6-methylpyridin) CN1CCC(CC1)C=1C=CC=NC1C